ammonium borate salt B([O-])([O-])[O-].[NH4+].[NH4+].[NH4+]